2-(4-(1H-pyrazol-4-yl)phenyl)-8-(2-hydroxyacetyl)-4-((3-methoxyphenyl)amino)-2,8-diazaspiro[4.5]decan-3-one N1N=CC(=C1)C1=CC=C(C=C1)N1CC2(C(C1=O)NC1=CC(=CC=C1)OC)CCN(CC2)C(CO)=O